ClC1=CC2=C(C=N1)N=C(N2[C@@H]2CC[C@H](CC2)CC#N)C(C)O 2-[Trans-4-[6-chloro-2-(1-hydroxyethyl)-1H-imidazo[4,5-c]pyridin-1-yl]cyclohexyl]-acetonitrile